(1S)-1-({(3S)-3-({N-[(4-methoxy-1H-indol-2-yl)carbonyl]-L-leucyl}amino)-2-oxo-4-[(3S)-2-oxopyrrolidin-3-yl]butyl}oxy)ethyl 2-methylpropanoate CC(C(=O)O[C@@H](C)OCC([C@H](C[C@H]1C(NCC1)=O)NC([C@@H](NC(=O)C=1NC2=CC=CC(=C2C1)OC)CC(C)C)=O)=O)C